(S)-5-(((2-(2,6-dioxopiperidin-3-yl)-1-oxoisoindolin-4-yl)oxy)methyl)-N-(2-methoxyethyl)-2-(morpholinomethyl)benzamide O=C1NC(CC[C@@H]1N1C(C2=CC=CC(=C2C1)OCC=1C=CC(=C(C(=O)NCCOC)C1)CN1CCOCC1)=O)=O